(E)-pent-2-ene C\C=C\CC